OC(C(=O)O)NC(C=C)=O 2-hydroxy-2-[(1-oxo-2-propenyl)amino]acetic acid